4-acetyl-6-(1H-imidazol-1-yl)-N-((1r,4r)-4-(2-methoxyethoxy)cyclohexyl)picolinamide C(C)(=O)C1=CC(=NC(=C1)N1C=NC=C1)C(=O)NC1CCC(CC1)OCCOC